Tetraethyl 5,5',5'',5'''-(((ethane-1,2-diylbis((5-(ethoxycarbonyl)furan-2-yl)azanediyl))bis(ethane-2,1-diyl))bis(azanetriyl))tetrakis(furan-2-carboxylate) C(CN(C=1OC(=CC1)C(=O)OCC)CCN(C1=CC=C(O1)C(=O)OCC)C1=CC=C(O1)C(=O)OCC)N(C=1OC(=CC1)C(=O)OCC)CCN(C1=CC=C(O1)C(=O)OCC)C1=CC=C(O1)C(=O)OCC